5-((5-(4-(2-((1r,3r)-3-((5-(5H-pyrido[4,3-b]indol-7-yl)pyridin-2-yl)oxy)cyclobutoxy)ethyl)piperazin-1-yl)pentyl)oxy)-2-(2,6-dioxopiperidin-3-yl)isoindoline-1,3-dione C1=NC=CC=2NC=3C=C(C=CC3C21)C=2C=CC(=NC2)OC2CC(C2)OCCN2CCN(CC2)CCCCCOC=2C=C1C(N(C(C1=CC2)=O)C2C(NC(CC2)=O)=O)=O